3-(3H-imidazo[4,5-g]quinazolin-8-yloxy)-N-(4-((4-ethylpiperazin-1-yl)methyl)-3-(trifluoromethyl)phenyl)-4-methylbenzamide N1=CNC=2C1=CC=1C(=NC=NC1C2)OC=2C=C(C(=O)NC1=CC(=C(C=C1)CN1CCN(CC1)CC)C(F)(F)F)C=CC2C